C(C)(C)(C)OC(=O)NC1CC(C1)OC=1C=CC(=C(C(=O)OC)C1)C#N methyl 5-((1r,3r)-3-((tert-butoxycarbonyl)amino)cyclobutoxy)-2-cyanobenzoate